ClC1=NC=C(C(=N1)N(S(=O)(=O)C)C1=C(C=CC=C1)NS(=O)(=O)C)Cl N-(2,5-dichloropyrimidin-4-yl)-N-(2-(methylsulfonamido)phenyl)methanesulfonamide